6-(2-chloro-5-fluorophenyl)-2-[(4-{[2-(dimethylamino)ethyl](methyl)amino}phenyl)amino]-8-methyl-5-[2-(triisopropylsilyl)ethynyl]pyrido[2,3-d]pyrimidin-7-one ClC1=C(C=C(C=C1)F)C1=C(C2=C(N=C(N=C2)NC2=CC=C(C=C2)N(C)CCN(C)C)N(C1=O)C)C#C[Si](C(C)C)(C(C)C)C(C)C